CC1=NC2=CC(=C(C=C2N=C1)C1=CC=CC=C1)C1=CC=CC=C1 2-methyl-6,7-diphenyl-quinoxaline